ethyl (S)-(+)-nicotinate C(C1=CN=CC=C1)(=O)OCC